N[C@H](C(=O)O)CCCCCN (2S)-2-amino-7-amino-heptanoic acid